monofucosyllactose C1([C@@H](O)[C@H](O)[C@H](O)[C@@H](O1)C)C1(O)[C@H](O)[C@@H](O)[C@H](O[C@H]2[C@H](O)[C@@H](O)[C@@H](O)[C@H](O2)CO)[C@H](O1)CO